2,3-DIMETHOXYPHENYLBORONIC ACID COC1=C(C=CC=C1OC)B(O)O